2-methyl-1-(2-methylphenyl)-3-(1-piperidyl)-1-propanone hydrochloride Cl.CC(C(=O)C1=C(C=CC=C1)C)CN1CCCCC1